(2S,4R)-1-{acetyl-5H,6H,7H,8H-pyrido[3,4-b]pyrazine-7-carbonyl}-4-fluoro-N-[(S)-phenyl[4-(propan-2-yl)phenyl]methyl]pyrrolidine-2-carboxamide C(C)(=O)C=1N=C2C(=NC1)CNC(C2)C(=O)N2[C@@H](C[C@H](C2)F)C(=O)N[C@H](C2=CC=C(C=C2)C(C)C)C2=CC=CC=C2